sodium 2-((naphthalen-1-ylmethyl)carbamoyl)isonicotinic acid C1(=CC=CC2=CC=CC=C12)CNC(=O)C=1C=C(C(=O)O)C=CN1.[Na]